OC=1C=C(C=NNC(=O)C2=C(C3=CC=CC=C3C=C2)O)C=CC1O hydroxynaphthalene-2-carboxylic acid (3,4-dihydroxybenzylidene) hydrazide